OC1=CC=C(C=C1C1=CC=C(C=C1)S(N)(=O)=O)CN1[C@H](CCC1)C(=O)N[C@@H](C)C1=CCC(CC1)C(=O)O 4-((S)-1-((R)-1-((6-hydroxy-4'-sulfamoyl-[1,1'-biphenyl]-3-yl)methyl)pyrrolidin-2-amidyl)ethyl)cyclohex-3-ene-1-carboxylic acid